tert-Butyl [1,3]dioxolo[4,5-b]pyridin-6-ylcarbamate O1COC2=NC=C(C=C21)NC(OC(C)(C)C)=O